ClC1=C(C=C(C=C1)C(CNC1CCC1)C1=CC=CC=C1)C=1C(=CC=C(C1F)OCCOC)C#N 2'-chloro-5'-(2-(cyclobutylamino)-1-phenylethyl)-6-fluoro-5-(2-methoxyethoxy)-[1,1'-biphenyl]-2-carbonitrile